C(C)(C)(C)OC(=O)N1C(C2=CC(=CC=C2CC1)O)C 7-hydroxy-1-methyl-3,4-dihydroisoquinoline-2(1H)-carboxylic acid tert-butyl ester